1-(2,7-dichloro-8-fluoropyrido[4,3-d]pyrimidin-4-yl)piperidin-4-one ClC=1N=C(C2=C(N1)C(=C(N=C2)Cl)F)N2CCC(CC2)=O